C(C)S(=O)(=O)C=1C=C(C=NC1N1N=CC=2C=NC(=CC21)C(F)(F)F)C2=CC=C(C=C2)C2(CC2)C#N 1-[4-[5-(ethylsulfonyl)-6-[6-(trifluoromethyl)pyrazolo[4,3-c]pyridin-1-yl]pyridin-3-yl]phenyl]cyclopropane-1-carbonitrile